FC(CCOC)(F)C1(CCC(CC1)NC(=O)C1CCN(C2(CC2)C1)C(=O)C1=NNC(=C1)C1=CC(=NC=C1F)OC)O N-((1s,4R)-4-(1,1-difluoro-3-methoxypropyl)-4-hydroxycyclohexyl)-4-(5-(5-fluoro-2-methoxypyridin-4-yl)-1H-pyrazole-3-carbonyl)-4-azaspiro[2.5]octane-7-carboxamide